FC=1C=C2C=3C(=NNC(C3C1)=O)C(C(N2)C2=CC=C(C=C2)NC(C(=O)O)(C)C)C2=NC=NN2C 2-(4-(5-fluoro-9-(1-methyl-1H-1,2,4-triazol-5-yl)-3-oxo-3,7,8,9-tetrahydro-2H-pyrido[4,3,2-de]phthalazin-8-yl)phenylamino)-2-methylpropanoic acid